methyl 4-[(3S,5S)-4-tert-butoxycarbonyl-3,5-dimethyl-piperazin-1-yl]-2-methoxy-pyrazolo[1,5-a]pyridine-7-carboxylate C(C)(C)(C)OC(=O)N1[C@H](CN(C[C@@H]1C)C=1C=2N(C(=CC1)C(=O)OC)N=C(C2)OC)C